Cl.CC1(CCN(CC1)C1=CC(NC2=CC=CC=C12)=O)CCNS(=O)(=O)N N-(2-(4-methyl-1-(2-oxo-1,2-dihydroquinolin-4-yl)piperidin-4-yl)ethyl)sulfamide hydrochloride